2-({[6-fluoro-5-(propan-2-yl)pyridin-2-yl](1H-indazol-6-yl)methyl}carbamoyl)cyclopentane-1-carboxylic acid FC1=C(C=CC(=N1)C(C1=CC=C2C=NNC2=C1)NC(=O)C1C(CCC1)C(=O)O)C(C)C